C[C@H]1C[C@H](CN(C1)C1=C2C=CC=NC2=C(C=C1)C(F)(F)F)N (3R,5S)-5-methyl-1-(8-(trifluoromethyl)quinolin-5-yl)piperidin-3-amine